tert-butyl N-[2-[2-(2-aminoethoxy) ethoxy]ethyl]-carbamate NCCOCCOCCNC(OC(C)(C)C)=O